FC(=CC=1SC=C(C1)C1=CC=CC=C1)F 2-(2,2-difluorovinyl)-4-phenylthiophene